BrC1=C(C(=C(C=C1)NC(C=COCC)=O)I)F N-(4-bromo-3-fluoro-2-iodophenyl)-3-ethoxyacrylamide